C1(CC=CC2=CC=CC=C12)=[N-] Naphthaliminid